(S)-(7-bromo-6-chloro-1-methyl-1,3,4,5-tetrahydro-2H-pyrido[4,3-b]indol-2-yl)(5-methoxypyrimidin-2-yl)methanone BrC=1C=CC=2C3=C(NC2C1Cl)CCN([C@H]3C)C(=O)C3=NC=C(C=N3)OC